C(C)N1CCC(CC1)C1(OC2=C(O1)C=CC(=C2C)C(=O)NCC=2C(NC(=CC2SC)C)=O)C 2-(1-ethylpiperidin-4-yl)-2,4-dimethyl-N-((6-methyl-4-(methylsulfanyl)-2-oxo-1,2-dihydropyridin-3-yl)methyl)benzo[d][1,3]dioxole-5-carboxamide